S1C=CC2=C1C=CC(=C2)OC2=CC=C(C=C2)NC(OCC=2C(=C1C(N(CC1=CC2)C2C(NC(CC2)=O)=O)=O)OC)=O [2-(2,6-dioxopiperidin-3-yl)-4-methoxy-3-oxo-2,3-dihydro-1H-isoindol-5-yl]methyl N-[4-(1-benzothiophen-5-yloxy)phenyl]carbamate